(5-ethoxy-4-ethyl-2-methoxyphenyl)pyridine C(C)OC=1C(=CC(=C(C1)C1=NC=CC=C1)OC)CC